N-(aminoethyl)ethanolamine (E)-Methyl-5-(benzyloxy)-2-((dimethylamino)methyleneamino)-4-methoxybenzoate CC=1C(=C(C(=O)OCCNCCN)C=C(C1OC)OCC1=CC=CC=C1)/N=C/N(C)C